methyl (4S,7R)-7-(2-methoxyphenyl)-4-(3-methoxyphenyl)-2-methyl-5-oxo-1,4,5,6,7,8-hexahydroquinoline-3-carboxylate COC1=C(C=CC=C1)[C@H]1CC(C=2[C@@H](C(=C(NC2C1)C)C(=O)OC)C1=CC(=CC=C1)OC)=O